ethyl (2-cyano-2-(2-(3,5-dichloro-4-((2-(pyridin-4-ylmethyl)-1-oxo-1,2,3,4-tetrahydroisoquinolin-6-yl)oxy)phenyl)hydrazono)acetyl)carbamate C(#N)C(C(=O)NC(OCC)=O)=NNC1=CC(=C(C(=C1)Cl)OC=1C=C2CCN(C(C2=CC1)=O)CC1=CC=NC=C1)Cl